2-(3-{[(1r,3s,5s)-8-azabicyclo[3.2.1]oct-3-yl](methyl)amino}-1,2,4-triazin-6-yl)-5-(1H-pyrazol-4-yl)phenol [C@H]12CC(C[C@H](CC1)N2)N(C=2N=NC(=CN2)C2=C(C=C(C=C2)C=2C=NNC2)O)C